COC(C1=C(C(=C(C(=C1)OCCNC(=O)OC(C)(C)C)N)I)Cl)=O 4-amino-5-(2-((tert-Butoxycarbonyl)amino)ethoxy)-2-chloro-3-iodobenzoic acid methyl ester